methyl 7-(3,5-dichlorophenyl)-3-(trifluoromethanesulfonyl-oxy)-1-benzofuran-2-carboxylate ClC=1C=C(C=C(C1)Cl)C1=CC=CC=2C(=C(OC21)C(=O)OC)OS(=O)(=O)C(F)(F)F